NC=1SC(=CN1)Br amino-5-bromothiazole